CC(C=O)=CCCC(=CCCC(C=C)=C)C 2,6-DIMETHYL-10-METHYLENE-2,6,11-DODECATRIENAL